C1(=CC=CC=C1)S(=O)(=O)N1C=C(C2=C1N=C(N=C2)NCC(C)(C)F)C=2C=CC=1N(N2)C(=CN1)Cl 7-(benzenesulfonyl)-5-(3-chloroimidazo[1,2-b]pyridazin-6-yl)-N-(2-fluoro-2-methylpropyl)pyrrolo[2,3-d]pyrimidin-2-amine